C(C)(=O)OC1=C(C(=CC=C1)OC(C)=O)C(CCCCCCCCC1=CC(=C(C=C1)OC(C)=O)O)=O 2-(9-(4-acetoxy-3-hydroxyphenyl)nonanoyl)-1,3-phenylene diacetate